CN(C(CCCN(CCC[C@H](C(C)C)N1CC2(C1)CN(CC2)C=2N=CN=NC2OC2=C(C(=O)N(C(C)C)CC)C=C(C=C2)F)C)=O)C (R)-2-((5-(2-(6-((4-(dimethylamino)-4-oxobutyl)(methyl)amino)-2-methylhex-3-yl)-2,6-diazaspiro[3.4]oct-6-yl)-1,2,4-triazin-6-yl)oxy)-N-ethyl-5-fluoro-N-isopropylbenzamide